F[C@H]1C[C@H](N(C1)C(=O)OC(C)(C)C)C(N[C@H]1CN([C@H](C1)C(NCC1=CC=C(C=C1)C#CC1=CC=C(C=C1)CN1CCOCC1)=O)S(=O)(=O)C)=O tert-butyl (2S,4S)-4-fluoro-2-(((3R,5R)-1-(methylsulfonyl)-5-((4-((4-(morpholinomethyl)phenyl) ethynyl)benzyl)carbamoyl)pyrrolidin-3-yl)carbamoyl)pyrrolidine-1-carboxylate